Isopropyl (2-(2-fluoro-5-(3-fluoroazetidine-1-carboxamido)phenyl)-2H-pyrazolo[3,4-b]pyridin-5-yl)carbamate FC1=C(C=C(C=C1)NC(=O)N1CC(C1)F)N1N=C2N=CC(=CC2=C1)NC(OC(C)C)=O